FC=1C(=CC(=NC1)C#CC)C1=CC=2N(C=C1)N=C(C2)NC(=O)C2CC2 N-(5-(5-fluoro-2-(prop-1-yn-1-yl)pyridin-4-yl)pyrazolo[1,5-a]pyridin-2-yl)cyclopropanecarboxamide